CN1C(=NC=C1CO)S 1-methyl-2-mercapto-5-hydroxymethyl-1H-imidazole